1-(2-((2-((6-bromopyridin-2-yl)amino)-2-oxoethyl)(isopropyl)amino)-2-oxoethyl)-3-carbamoyl-1H-indazole-5-carboxylic acid BrC1=CC=CC(=N1)NC(CN(C(CN1N=C(C2=CC(=CC=C12)C(=O)O)C(N)=O)=O)C(C)C)=O